1-Methyl-1H-pyrazole-4-carboxylic acid [4-methoxy-7-(1-methyl-1H-pyrazol-4-yl)-thiazolo[4,5-c]pyridin-2-yl]-amide COC1=NC=C(C2=C1N=C(S2)NC(=O)C=2C=NN(C2)C)C=2C=NN(C2)C